[Cl-].[Cl-].C[SiH](C)[Hf+2](C1C(=C(C(=C1C)C)C)C)C1C(=CC2=C(C=3C(CC(C3C=C12)(C)C)(C)C)C1=CC=C(C=C1)C(C)(C)C)C dimethylsilyl-(2,5,5,7,7-pentamethyl-4-(4-tert-butyl-phenyl)-1,5,6,7-tetrahydro-s-indacenyl)(2,3,4,5-tetramethyl-cyclopentadienyl)hafnium dichloride